C1(=CC=CC=C1)S(=O)(=O)NC(CC=1C=C(C(=N)N)C=CC1)C=1SC2=C(N1)C=CC(=C2)OCC(C)C 3-[2-(benzenesulfonamido)-2-(6-isobutoxy-1,3-benzothiazol-2-yl)ethyl]benzamidine